5-(ETHOXYCARBONYL)THIOPHENE-3-BORONIC ACID C(C)OC(=O)C1=CC(=CS1)B(O)O